C(C)N1N=C(C=C1C=1C=CC(=NC1)NC(C1=C(C(=CC=C1F)F)F)=O)C(F)(F)F N-(5-(1-ethyl-3-(trifluoromethyl)-1H-pyrazol-5-yl)pyridin-2-Yl)-2,3,6-trifluorobenzamide